C12CC(CC(CC1)C2)C2N=C(OC2=O)C=2N(N=CC2)C 4-(bicyclo[3.2.1]oct-3-yl)-2-(2-methylpyrazol-3-yl)-4H-oxazol-5-one